ClC=1C(=CC(=C(C1)S(=O)(=O)NC=1SC=CN1)F)NCCCCCNCC1CNCCC1 5-chloro-2-fluoro-4-({5-[(piperidin-3-ylmethyl)-amino]-pentyl}amino)-N-1,3-thiazol-2-ylbenzenesulfonamide